C1(CCCC1)N1C(CN(C=2C(N[C@](NC12)(N)NC=1C=C2CCN(CC2=CC1OC)C(CN1CCN(CC1)C)=O)=O)C)CC (R)-8-cyclopentyl-7-ethyl-2-{{7-methoxy-2-[2-(4-methylpiperazin-1-yl)acetyl]-1,2,3,4-tetrahydroisoquinolin-6-yl}amino}-5-methyl-7,8-dihydropterin